(4-octyloxyphenyl)diphenylsulfonium tetrakis(3,5-bistrifluoromethylphenyl)borate FC(C=1C=C(C=C(C1)C(F)(F)F)[B-](C1=CC(=CC(=C1)C(F)(F)F)C(F)(F)F)(C1=CC(=CC(=C1)C(F)(F)F)C(F)(F)F)C1=CC(=CC(=C1)C(F)(F)F)C(F)(F)F)(F)F.C(CCCCCCC)OC1=CC=C(C=C1)[S+](C1=CC=CC=C1)C1=CC=CC=C1